C1(=CC=CC=2OC3=C(C21)C=CC=C3)OB(O)O 1-dibenzofuranyl-boric acid